O[C@H]([C@H](C(=O)OC)NC1=NC=CC=C1[N+](=O)[O-])C1=CC=CC=C1 methyl (2R,3S)-3-hydroxy-2-[(3-nitro-2-pyridyl)amino]-3-phenyl-propanoate